C1(CC1)S(=O)(=O)NC1=C(C(=CC=C1)CN1C(OC2=C(C1)C=CC(=C2)OC=2C=NC=CC2)=O)F (cyclopropylsulfonyl)(2-fluoro-3-{[2-oxo-7-(3-pyridyloxy)-3,4-dihydro-2H-1,3-benzoxazin-3-yl]methyl}phenyl)amine